2,2-Dimethyl-propionic acid 5-{2,2-dimethyl-propionyloxymethyl}-1-(2-isopropoxy-ethyl)-4-oxo-2-thioxo-1,2,4,5-tetrahydro-pyrrolo[3,2-d]pyrimidin-3-ylmethyl ester CC(C(=O)OCN1C=CC=2N(C(N(C(C21)=O)COC(C(C)(C)C)=O)=S)CCOC(C)C)(C)C